ClC=1C=C(C=C(C1OC=1C(=C2C3(C(NC2=CC1)=O)CCC3)F)Cl)N3N=C(C(NC3=O)=O)NC(OC(C)(C)C)=O tert-butyl (2-(3,5-dichloro-4-((4'-fluoro-2'-oxospiro[cyclobutane-1,3'-indolin]-5'-yl)oxy)phenyl)-3,5-dioxo-2,3,4,5-tetrahydro-1,2,4-triazin-6-yl)carbamate